Cl.C1(=CC=CC=C1)C#CC1=CC=C(C=C1)[C@@H]([C@@H](N)C1=CC=C(C=C1)C#CC1=CC=CC=C1)N (1S,2S)-1,2-bis[4-(phenylethynyl)phenyl]ethylenediamine hydrochloride